3-amino-5-(4-fluorophenyl)-6-(3-methylimidazo[1,2-a]pyridin-6-yl)-N-(1-methylpyrrolidin-3-yl)pyrazine-2-carboxamide NC=1C(=NC(=C(N1)C1=CC=C(C=C1)F)C=1C=CC=2N(C1)C(=CN2)C)C(=O)NC2CN(CC2)C